Cl.N[C@H](C(=O)OCC=C)C(C1=CC=CC=C1)C1=CC=CC=C1 Allyl (S)-2-amino-3,3-diphenylpropanoate hydrochloride